Cl/C(=C/I)/CCCI (E)-2-chloro-1,5-diiodo-1-pentene